2-((2-fluoro-4-bromophenyl)amino)-6-methoxy-7-acetoxyquinoline FC1=C(C=CC(=C1)Br)NC1=NC2=CC(=C(C=C2C=C1)OC)OC(C)=O